2-(2-bromoethoxy)ethanol nitrate [N+](=O)([O-])OCCOCCBr